3-[2-(2-cyclopropyl-1-ethyl-4,6-difluoro-1,3-benzodiazol-5-yl)ethynyl]-1-[(3S,5R)-5-(methoxymethyl)-1-(prop-2-enoyl)pyrrolidin-3-yl]-5-(methylamino)pyrazole-4-carboxamide C1(CC1)C1=NC2=C(N1CC)C=C(C(=C2F)C#CC2=NN(C(=C2C(=O)N)NC)[C@@H]2CN([C@H](C2)COC)C(C=C)=O)F